S(CCC(C(=O)[O-])CC1=CC(=C(C(=C1)C(C)(C)C)O)C(C)(C)C)CCC(C(=O)[O-])CC1=CC(=C(C(=C1)C(C)(C)C)O)C(C)(C)C thiodiethylenebis(3-(3,5-di-tert-butyl-4-hydroxyphenyl)propionate)